FC1=C(C=CC(=C1[N+](=O)[O-])N1CCN(CC1)C)C1=CC=C(C=C1)NC(C(C(CC(C)(C)C)C)NC(O)=O)=O (1-((2'-fluoro-4'-(4-methylpiperazin-1-yl)-3'-nitro-[1,1'-biphenyl]-4-yl)amino)-3-methyl-tert-butyl-1-oxobutan-2-yl)carbamic acid